N1(CCNCC1)S(=O)(=O)C1=CC=C(C=C1)S(=O)(=O)N 4-(piperazine-1-sulfonyl)benzene-1-sulfonamide